(S)-3-(phenylmethyl-((S)-1-phenylethyl)amino)heptanoic acid tert-butyl ester C(C)(C)(C)OC(C[C@H](CCCC)N([C@@H](C)C1=CC=CC=C1)CC1=CC=CC=C1)=O